ClC=1C(=CC2=C([C@@H](C[C@@H](O2)C(=O)NC23CC(C2)(C3)N3N=C2C(N=C(C=C2)OC)=C3)O)C1)F (2R,4R)-6-chloro-7-fluoro-4-hydroxy-N-[3-(5-methoxy-2H-pyrazolo[4,3-b]pyridin-2-yl)bicyclo[1.1.1]pentan-1-yl]-3,4-dihydro-2H-1-benzopyran-2-carboxamide